ClC=1C=C(C=CC1F)N1N=NC(=C1)COC=1C=C(C=CC1OCC=1N=NN(C1)C1=CC(=C(C=C1)F)Cl)/C=C/C(=O)C1=C(C=C(C=C1OC)OC)O (E)-3-[3,4-Bis[[1-(3-chloro-4-fluorophenyl)triazol-4-yl]methoxy]phenyl]-1-(2-hydroxy-4,6-dimethoxyphenyl)prop-2-en-1-one